(2Z)-6-chloro-1,1-dimethoxy-2-hexene ClCCC\C=C/C(OC)OC